(3S)-3-cyclopentyl-3-{4-[7-(diethoxymethyl)-7H-pyrrolo[2,3-d]pyrimidin-4-yl]-1H-pyrazol-1-yl}propionitrile C1(CCCC1)[C@H](CC#N)N1N=CC(=C1)C=1C2=C(N=CN1)N(C=C2)C(OCC)OCC